3-(propoxymethyl)-N-[4-(trifluoromethoxy)phenyl]pyrrolidine-1-carboxamide C(CC)OCC1CN(CC1)C(=O)NC1=CC=C(C=C1)OC(F)(F)F